CC1=C(C(C(O1)=O)O)C dimethylhydroxyfuranone